(R)-7-(6-(1-(2,2-difluoro-1-(4-fluorophenyl)propyl)-1H-pyrazol-4-yl)pyrazin-2-yl)-6,8-difluoro-[1,2,4]-triazolo[1,5-a]pyridin-2-amine FC([C@@H](C1=CC=C(C=C1)F)N1N=CC(=C1)C1=CN=CC(=N1)C1=C(C=2N(C=C1F)N=C(N2)N)F)(C)F